(S)-methyl 2-((S)-2-((tert-butoxycarbonyl)amino)-4,4-dimethylpentanamido)-3-((S)-2-oxopiperidin-3-yl)propanoate C(C)(C)(C)OC(=O)N[C@H](C(=O)N[C@H](C(=O)OC)C[C@H]1C(NCCC1)=O)CC(C)(C)C